tert-butyl ((1-((4-methoxy-3-((3-methoxyphenyl)sulfonamido)benzo[d]isoxazol-6-yl)methyl)-1H-pyrazol-4-yl)methyl)carbamate COC1=CC(=CC2=C1C(=NO2)NS(=O)(=O)C2=CC(=CC=C2)OC)CN2N=CC(=C2)CNC(OC(C)(C)C)=O